mercaptotridecyl fluoride SCCCCCCCCCCCCCF